tert-butyl-dimethyl-(pent-4-yn-1-yloxy)silane C(C)(C)(C)[Si](OCCCC#C)(C)C